(S)-1-(2-(((2-(3-(dimethylamino)azetidin-1-yl)-7-(8-ethynyl-7-fluoro-3-hydroxynaphthalen-1-yl)-8-fluoropyrido[4,3-d]pyrimidin-4-yl)(methyl)amino)methyl)pyrrolidin-1-yl)prop-2-en-1-one CN(C1CN(C1)C=1N=C(C2=C(N1)C(=C(N=C2)C2=CC(=CC1=CC=C(C(=C21)C#C)F)O)F)N(C)C[C@H]2N(CCC2)C(C=C)=O)C